tert-butyl (1-((3-((4-(2-(2,6-dioxopiperidin-3-yl)-1-oxoisoindolin-5-yl)piperazin-1-yl)-methyl)phenyl)sulfonyl)piperidin-4-yl)carbamate O=C1NC(CCC1N1C(C2=CC=C(C=C2C1)N1CCN(CC1)CC=1C=C(C=CC1)S(=O)(=O)N1CCC(CC1)NC(OC(C)(C)C)=O)=O)=O